methyl-aminosilane C[SiH2]N